3,6-bis(3-amino-5-methyl-pyridyloxy)benzonorbornene NC=1C(=NC=C(C1)C)OC1C2C3=C(C1CC2)C=C(C=C3)OC3=NC=C(C=C3N)C